N1N=CC(=C1)C1=CC=C(C=C1)N1CC2(C(C1=O)NC1=CC(=CC=C1)OC)CCN(CC2)C(C)=O 2-(4-(1H-pyrazol-4-yl)phenyl)-8-acetyl-4-((3-methoxyphenyl)amino)-2,8-diazaspiro[4.5]decan-3-one